2-(5-(1-(3,5-Dichloropyridin-4-yl)ethoxy)-1H-indazol-3-yl)-4,5,6,7-Tetrahydro-3H-imidazo[4,5-c]pyridine ClC=1C=NC=C(C1C(C)OC=1C=C2C(=NNC2=CC1)C1=NC2=C(CNCC2)N1)Cl